ClC1=CC=C(C=C1)N1C(C=2C(C1=O)=CC=CC2)=O N-(4-chlorophenyl)phthalimide